(2S)-2-[methyl-(1-methylpyrrolo[2,3-b]pyridin-6-yl)carbamoyl]pyrrolidine-1-carboxylic acid tert-butyl ester C(C)(C)(C)OC(=O)N1[C@@H](CCC1)C(N(C1=CC=C2C(=N1)N(C=C2)C)C)=O